BrC=1SC2=C(N1)C(=C(C(=C2)OC)C)CO (2-bromo-6-methoxy-5-methylbenzo[d]thiazol-4-yl)methanol